8-(3-(1-((6-methylpyridin-2-yl)methyl)piperidin-3-yl)-5-oxo-4,5-dihydro-1H-1,2,4-triazol-1-yl)quinolin-2(1H)-one CC1=CC=CC(=N1)CN1CC(CCC1)C1=NN(C(N1)=O)C=1C=CC=C2C=CC(NC12)=O